4-(hexyloxyl-4-oxobutyl)-17-(4-(octyloxy)-4-oxobutyl)-7,15-dioxo-6,8,14,16-tetraoxa-11-azahenicosanedioate C(CCCCC)OC(CCCC(CCC(=O)[O-])COC(OCCNCCOC(OC(CCCC(=O)[O-])CCCC(=O)OCCCCCCCC)=O)=O)=O